(2S,3R)-1-CYCLOBUTYL-3-METHYLHEX-5-ENE-2-SULFONAMIDE C1(CCC1)C[C@@H]([C@@H](CC=C)C)S(=O)(=O)N